(cyclopentadienyl)[2-(di-isopropylphosphino)-4-(tert-butyl)-1-methyl-1H-imidazole] ruthenium (II) hexafluorophosphate F[P-](F)(F)(F)(F)F.[Ru+2].C1(C=CC=C1)C1=C(N=C(N1C)P(C(C)C)C(C)C)C(C)(C)C.F[P-](F)(F)(F)(F)F